BrCCCCCCCCCC(CCCCCCCCCBr)C=C 1,19-dibromo-10-vinylnonadecane